(S)-N-(4-(5-(2-(4,4-difluoropiperidin-1-yl)-6-methylpyrimidin-4-yl)-1,3,4-oxadiazol-2-yl)-3-(6-azaspiro[2.5]oct-6-yl)phenyl)-1-hydroxypropane-2-sulfonamide FC1(CCN(CC1)C1=NC(=CC(=N1)C1=NN=C(O1)C1=C(C=C(C=C1)NS(=O)(=O)[C@H](CO)C)N1CCC2(CC2)CC1)C)F